O(C#N)C1=CC(=CC2=CC=CC=C12)OC#N 1,3-dicyanatonaphthalene